6H-indolo[2,3-b]indole C1=C2C3=C(NC2=CC=C1)NC=1C=CC=CC13